(1r,3r)-3-(4-fluoro-3-isopropylphenoxy)-N-(isoquinolin-5-ylmethyl)cyclobutane-1-amine hydrochloride Cl.FC1=C(C=C(OC2CC(C2)NCC2=C3C=CN=CC3=CC=C2)C=C1)C(C)C